(R,E)-10-hydroxy-4,8-dimethyldec-4-enal OCC[C@@H](CC/C=C(/CCC=O)\C)C